C12N(CC(NC1)CC2)C=2C(=C1CN(C(C1=CC2)=O)C2C(NC(CC2)=O)=O)F 3-(5-(2,5-diazabicyclo[2.2.2]octan-2-yl)-4-fluoro-1-oxoisoindolin-2-yl)piperidine-2,6-dione